(6-amino-5-(2-(tert-butoxycarbonyl)-1-oxo-1,2,3,4-tetrahydroisoquinolin-6-yl)pyridin-3-yl)boronic acid NC1=C(C=C(C=N1)B(O)O)C=1C=C2CCN(C(C2=CC1)=O)C(=O)OC(C)(C)C